BrC1=NC(=CC=C1)NN 2-bromo-6-hydrazinylpyridine